Tert-butyl (S)-2-((4-(6-((2-ethylpyrazolo[1,5-a]pyridin-4-yl) methoxy) pyridin-2-yl) pyridin-1-yl) methyl)-1-((oxetan-2-yl) methyl)-1H-benzo[d]imidazole-6-carboxylate C(C)C1=NN2C(C(=CC=C2)COC2=CC=CC(=N2)C2=CCN(C=C2)CC2=NC3=C(N2C[C@H]2OCC2)C=C(C=C3)C(=O)OC(C)(C)C)=C1